N-(2,2-difluoroethyl)-6-(2-(ethylamino)-7H-pyrrolo[2,3-d]pyrimidin-5-yl)imidazo[1,2-a]pyridine-3-carboxamide FC(CNC(=O)C1=CN=C2N1C=C(C=C2)C2=CNC=1N=C(N=CC12)NCC)F